FC(OC1=CC=C(C=N1)S(=O)(=O)[C@@](C)(F)C1CCN(CC1)C1=NOC=C1)F (R)-4-(1-((6-(difluoro-methoxy)pyridin-3-yl)sulfonyl)-1-fluoro-ethyl)-N-(isoxazol-3-yl)piperidine